C(CCC)OC(CC1CCN(CC1)C1=CC(=C(C=O)C=C1F)OC)OCCCC 4-[4-(2,2-dibutoxyethyl)piperidin-1-yl]-5-fluoro-2-methoxybenzaldehyde